6-((2-(difluoromethyl)-6-methyl-7-phenyl-1H-imidazo[4,5-c]pyridin-1-yl)methyl)-5-fluoropyridine-3-sulfonamide FC(C=1N(C2=C(C=NC(=C2C2=CC=CC=C2)C)N1)CC1=C(C=C(C=N1)S(=O)(=O)N)F)F